NC1=NC=CC2=CC=C(C=C12)C=1C=C2C(=NNC2=CC1)C(=O)NCCN(C)C 5-(1-aminoisoquinolin-7-yl)-N-(2-(dimethylamino)ethyl)-1H-indazole-3-carboxamide